(S)-(1-(2-methyl-5-nitro-1-(tetrahydro-2H-pyran-4-yl)-1H-benzo[d]imidazol-4-yl)pyrrolidin-3-yl)carbamic acid tert-butyl ester C(C)(C)(C)OC(N[C@@H]1CN(CC1)C1=C(C=CC=2N(C(=NC21)C)C2CCOCC2)[N+](=O)[O-])=O